2-(3-(2,6-dimethylphenoxy)-2-nitrobenzoyl)-3-hydroxycyclohex-2-enone CC1=C(OC=2C(=C(C(=O)C=3C(CCCC3O)=O)C=CC2)[N+](=O)[O-])C(=CC=C1)C